COC1=C(C(=O)O)C=C(C=C1)C12COC(C1)(C2)C(=O)OC 2-methoxy-5-(1-(methoxycarbonyl)-2-oxabicyclo[2.1.1]hexan-4-yl)benzoic acid